ClC=1C(=NC(=CC1)Cl)C(=O)OC(C)(C)C tert-butyl 3,6-dichloropyridine-2-carboxylate